FC(COC1=CC2=C(CC3(CCNCC3)O2)C=C1NC(=O)C=1C=NN2C1N=CC=C2)F N-(6-(2,2-Difluoroethoxy)-3H-spiro[benzofuran-2,4'-piperidin]-5-yl)pyrazolo[1,5-a]pyrimidine-3-carboxamide